Isocyanatomethylbenzoic Acid Chloride N(=C=O)CC1=C(C(=O)Cl)C=CC=C1